2-(4,4,4-trifluoro-3-hydroxy-butyl)pyrazole-3-carboxamide FC(C(CCN1N=CC=C1C(=O)N)O)(F)F